N1C=CC2=CC=CC(=C12)C1=CC(=C(C=C1)C1=C(C=CC=C1)[N+](=O)[O-])C=CC(=O)O 3-(4-(1H-indol-7-yl)-2'-nitrobiphenyl-2-yl)acrylic acid